6-(6-(2-(2-isopropylphenyl)-4-(4-methoxybenzyl)piperazin-1-yl)-2-azaspiro[3.3]heptan-2-yl)nicotinamide C(C)(C)C1=C(C=CC=C1)C1N(CCN(C1)CC1=CC=C(C=C1)OC)C1CC2(CN(C2)C2=NC=C(C(=O)N)C=C2)C1